5-methyl-6-thioxo-1,3,5-thiadiazinon-3-ylacetic acid CN1CN(CS(C1=S)=O)CC(=O)O